FC1=C(C(=CC(=C1)C#CC1=CC=CC=C1)F)N1C(C2(N3C1=NC=C3C=3N=CN(C3)C)CC2)=O 7'-[2,6-difluoro-4-(2-phenylethynyl)phenyl]-3'-(1-methylimidazol-4-yl)spiro[cyclopropane-1,5'-imidazo[1,2-a]imidazole]-6'-one